CC([C@@H](C(=O)N1C(C2C(C2C1)(C)C)C(=O)O)NC(C(F)(F)F)=O)(C)C 3-((S)-3,3-dimethyl-2-(2,2,2-trifluoroacetamido)butanoyl)-6,6-dimethyl-3-azabicyclo[3.1.0]hexane-2-carboxylic acid